ClC=1C=CC(=C(C1)C=1N=CN(C(C1)=O)[C@H]1CCC[C@H](C(NC=2C=NC=CC2C=2C=CC=C1C2)=O)C)N2N=NC(=C2)Cl (10R,14S)-14-{4-[5-chloro-2-(4-chloro-1H-1,2,3-triazol-1-yl)phenyl]-6-oxo-1,6-dihydropyrimidin-1-yl}-10-methyl-5,8-diazatricyclo[13.3.1.02,7]nonadeca-1(19),2(7),3,5,15,17-hexaen-9-one